2-amino-4-(6-chloro-2-(((S)-1-(2,2-difluoroethyl)azetidin-2-yl)methoxy)-8-fluoro-4-(6-hydroxy-6-methyl-1,4-oxazepan-4-yl)quinazolin-7-yl)-7-fluorobenzo[b]thiophene NC1=CC2=C(S1)C(=CC=C2C2=C(C=C1C(=NC(=NC1=C2F)OC[C@H]2N(CC2)CC(F)F)N2CCOCC(C2)(C)O)Cl)F